1-cyclopentyl-3-[(2-pyrazol-1-ylpyridin-4-yl)methyl]urea C1(CCCC1)NC(=O)NCC1=CC(=NC=C1)N1N=CC=C1